dimethyl 3',3''-[[1,1'-binaphthalene]-2,2'-diylbis(oxymethylene)]di([1,1'-biphenyl]-3-carboxylate) C1(=C(C=CC2=CC=CC=C12)OCC1(CC(=CC=C1)C1=CC=CC=C1)C(=O)OC)C1=C(C=CC2=CC=CC=C12)OCC=1C=C(C=CC1)C1=CC(=CC=C1)C(=O)OC